3-methoxyphenyl ether acetate C(C)(=O)O.COC=1C=C(C=CC1)OC1=CC(=CC=C1)OC